N1(CCCCC1)C(=O)OC#CC=1C=C2C(N(C(C2=CC1)=O)C1C(NC(CC1)=O)=O)C(C)(C)C tert-butyl-((2-(2,6-dioxopiperidin-3-yl)-1-oxoisoindolin-5-yl) ethynyl) piperidine-1-carboxylate